tri-(4-bromophenyl)phosphine BrC1=CC=C(C=C1)P(C1=CC=C(C=C1)Br)C1=CC=C(C=C1)Br